2-((5-(diethylamino)-[1,2,4]triazolo[1,5-a][1,3,5]triazin-7-yl)(phenethyl)amino)ethan-1-ol C(C)N(C1=NC=2N(C(=N1)N(CCO)CCC1=CC=CC=C1)N=CN2)CC